tert-butyl (2S)-4-[7-(2,8-dimethylimidazo[1,2-b]pyridazin-6-yl)-5-oxo-thiazolo[3,2-a]pyrimidin-2-yl]-2-methyl-piperazine-1-carboxylate CC=1N=C2N(N=C(C=C2C)C=2N=C3N(C(C2)=O)C=C(S3)N3C[C@@H](N(CC3)C(=O)OC(C)(C)C)C)C1